FC=1C=C(OC2CN(C2)C=2C(=C(C(=O)O)C=CC2)N2C=CC=C2)C=CC1COC=1C=NC=CC1 3-(3-(3-fluoro-4-((pyridin-3-yloxy)methyl)phenoxy)azetidin-1-yl)-2-(1H-pyrrol-1-yl)benzoic acid